5-(1'-(1-cyclopropyl-4-methoxy-3-methyl-1H-indole-6-carbonyl)-1-oxospiro[isochroman-3,4'-piperidin]-7-yl)nicotinic acid methyl ester COC(C1=CN=CC(=C1)C1=CC=C2CC3(CCN(CC3)C(=O)C3=CC(=C4C(=CN(C4=C3)C3CC3)C)OC)OC(C2=C1)=O)=O